(S)-1-phenylethanol acetate C(C)(=O)O[C@@H](C)C1=CC=CC=C1